4,4'-propylenebis(2-methoxyphenol) C(C(C)C1=CC(=C(C=C1)O)OC)C1=CC(=C(C=C1)O)OC